C(C1=CC=CC=C1)(C1=CC=CC=C1)(C1=CC=CC=C1)NC(C[C@H](N)C(=O)O)=O N'-(trityl)-L-asparagine